2-Fluoro-4-{6-[2-(7-fluoro-2,4-dimethyl-indol-1-yl)-ethylamino]-pyrimidin-4-yl}-6-propyl-benzoic acid FC1=C(C(=O)O)C(=CC(=C1)C1=NC=NC(=C1)NCCN1C(=CC2=C(C=CC(=C12)F)C)C)CCC